3-(5-(4-((4-methoxypiperidin-1-yl)methyl)-1-(oxetan-3-yl)-1H-pyrrolo[2,3-b]pyridin-6-yl)-1-oxoisoindolin-2-yl)piperidine-2,6-dione COC1CCN(CC1)CC1=C2C(=NC(=C1)C=1C=C3CN(C(C3=CC1)=O)C1C(NC(CC1)=O)=O)N(C=C2)C2COC2